(2S,3R)-N-acetyl-piperidine-2,3-dicarboxylic acid dimethyl ester COC(=O)[C@H]1N(CCC[C@H]1C(=O)OC)C(C)=O